5-chloro-2-hydroxy-3-(3-(thiophen-2-ylmethyl)benzoyl)-1H-indole-1-carboxylic acid phenyl ester C1(=CC=CC=C1)OC(=O)N1C(=C(C2=CC(=CC=C12)Cl)C(C1=CC(=CC=C1)CC=1SC=CC1)=O)O